CC[C@@H](CC=C)NS(N)(=O)=O N-((3S)-5-HEXEN-3-YL)SULFURIC DIAMIDE